FC(C)(C)C=1C=C(C(=NC1)OC=1C=CC=2N(C1)C(=C(N2)C(=O)NC2(CCS(CC2)(=O)=O)C)C)OCC(F)(F)F 6-[[5-(1-fluoro-1-methyl-ethyl)-3-(2,2,2-trifluoroethoxy)-2-pyridyl]oxy]-3-methyl-N-(4-methyl-1,1-dioxo-thian-4-yl)imidazo[1,2-a]pyridine-2-carboxamide